2-[1-[(2,3-difluorophenyl)methyl]-5-oxopyrrolidin-2-yl]-N-[2-(5-hydroxy-1H-indol-3-yl)ethyl]acetamide FC1=C(C=CC=C1F)CN1C(CCC1=O)CC(=O)NCCC1=CNC2=CC=C(C=C12)O